3-((tert-butoxycarbonyl)(decyl)amino)propionic acid C(C)(C)(C)OC(=O)N(CCC(=O)O)CCCCCCCCCC